(pyrazine-2-carboxamido)hexanediamide N1=C(C=NC=C1)C(=O)NC(C(=O)N)CCCC(=O)N